S1C(=NC=C1)C(C)N 1-(2-thiazolyl)-ethylamine